4-(6-Chloro-3-methyl-1H-pyrazolo[4,3-b]pyridin-5-yl)-7-oxa-4-azaspiro[2.5]octane ClC=1C=C2C(=NC1N1C3(CC3)COCC1)C(=NN2)C